3-((2R,3S,4S)-1-(tert-butoxycarbonyl)-4-((tert-butoxycarbonyl) oxy)-2-(4-methoxybenzyl)pyrrolidin-3-yl) 1-(tert-butyl) 3-(benzyloxy)azetidine-1,3-dicarboxylate C(C1=CC=CC=C1)OC1(CN(C1)C(=O)OC(C)(C)C)C(=O)O[C@H]1[C@H](N(C[C@@H]1OC(=O)OC(C)(C)C)C(=O)OC(C)(C)C)CC1=CC=C(C=C1)OC